(4-(6-amino-5-(trifluoromethoxy)pyridin-3-yl)-1-(3-fluorobicyclo[1.1.1]-pentan-1-yl)-1H-imidazol-2-yl)(cyclopropyl)methanol NC1=C(C=C(C=N1)C=1N=C(N(C1)C12CC(C1)(C2)F)C(O)C2CC2)OC(F)(F)F